(1S)-1-[3-(5-bromo-2-pyridinyl)-6-methyl-pyrazin-2-yl]ethylamine BrC=1C=CC(=NC1)C=1C(=NC(=CN1)C)[C@H](C)N